1-bromo-4-chloromethylsulphonyl-benzene BrC1=CC=C(C=C1)S(=O)(=O)CCl